[OH-].[Li+] Lithium hydroxid